methyl 5-methylpyridine-2,3-dicarboxylate CC=1C=C(C(=NC1)C(=O)OC)C(=O)[O-]